N-(4-(5-(2-(3-fluoropiperidin-1-yl)-6-methylpyrimidin-4-yl)-1,3,4-oxadiazol-2-yl)-3-(6-Azaspiro[2.5]octane-6-yl)phenyl)-2-hydroxyEthane-1-sulfonamide FC1CN(CCC1)C1=NC(=CC(=N1)C1=NN=C(O1)C1=C(C=C(C=C1)NS(=O)(=O)CCO)N1CCC2(CC2)CC1)C